5-bromothiophene-2-carboxylic acid BrC1=CC=C(S1)C(=O)O